lithium diisobutoxide CC(C)C[O-].CC(C)C[O-].[Li+].[Li+]